2,7-difluoro-9H-carbazole FC1=CC=2NC3=CC(=CC=C3C2C=C1)F